1-Methyl-5-phenyl-3-(3-((o-tolyloxy)methyl)piperidine-1-carbonyl)-1,5-dihydro-4H-pyrrolo[3,2-c]pyridin-4-one CN1C=C(C=2C(N(C=CC21)C2=CC=CC=C2)=O)C(=O)N2CC(CCC2)COC2=C(C=CC=C2)C